N-sulfopropyl-2-isopropoxydimethyl-acridinium S(=O)(=O)(O)CCC[N+]1=C2C=C(C(=C(C2=CC2=CC=CC=C12)C)OC(C)C)C